ClC1=CC=C2C(=CNC2=C1C1=NC=C(N=C1)Cl)S(=O)(=O)NC1=NC(=C(C(=N1)OC)OCC(F)F)OC 6-chloro-7-(5-chloropyrazin-2-yl)-N-[5-(2,2-difluoroethoxy)-4,6-dimethoxy-pyrimidin-2-yl]-1H-indole-3-sulfonamide